rac-N-(3-((R)-2,4-diaminobutanamido)-2-hydroxypropyl)-4-((3-(2,3-difluoro-4-methoxyphenyl)imidazo[1,2-a]pyrazin-8-yl)amino)-2-ethylbenzamide dihydrochloride Cl.Cl.N[C@@H](C(=O)NC[C@@H](CNC(C1=C(C=C(C=C1)NC=1C=2N(C=CN1)C(=CN2)C2=C(C(=C(C=C2)OC)F)F)CC)=O)O)CCN |&1:8|